C(C)(C)(C)OC(=O)N1C(CCCC1)C=1C=CC=C2C(=CN=CC12)N1C(NC(CC1)=O)=O [4-(2,4-Dioxohexahydropyrimidin-1-yl)-8-isoquinolinyl]Piperidine-1-carboxylic acid tert-butyl ester